N-(4-tert-butyl-benzyl)-naphthylmethylamine C(C)(C)(C)C1=CC=C(CNCC2=CC=CC3=CC=CC=C23)C=C1